(3S,5R,8R,9S,10S,13R,14S,16S,17R)-14-hydroxy-10,13-dimethyl-3-(((2-morpholinoethoxy)carbonyl)oxy)-17-(2-oxo-2H-pyran-5-yl)hexadecahydro-1H-cyclopenta[a]phenanthren-16-yl acetate C(C)(=O)O[C@H]1C[C@@]2([C@@H]3CC[C@@H]4C[C@H](CC[C@@]4([C@H]3CC[C@@]2([C@H]1C=1C=CC(OC1)=O)C)C)OC(=O)OCCN1CCOCC1)O